3-(6-piperazin-1-ylpyrido[2,3-b]indol-9-yl)piperidine-2,6-dione N1(CCNCC1)C=1C=C2C3=C(N(C2=CC1)C1C(NC(CC1)=O)=O)N=CC=C3